7-chloro-1-(2-chlorophenyl)-4-(dimethylamino)-2-oxo-1,2-dihydroquinoline-3-carbonitrile ClC1=CC=C2C(=C(C(N(C2=C1)C1=C(C=CC=C1)Cl)=O)C#N)N(C)C